CC1=CC=CC(=N1)C1=C(C=NN1)C1=CC=NC2=CC=C(C=C12)C=1OC=C(N1)C(=O)OC methyl 2-(4-(5-(6-methylpyridin-2-yl)-1H-pyrazol-4-yl)quinolin-6-yl)oxazole-4-carboxylate